5-(1-isopropyl-1H-pyrazol-4-yl)-2-aminopyridine C(C)(C)N1N=CC(=C1)C=1C=CC(=NC1)N